CN(C1CCNCC1)CC=1C=NC(=NC1)C N-methyl-N-((2-methylpyrimidin-5-yl)methyl)piperidin-4-amine